OC(C(C)C)=C1C(OC(OC1=O)(C)C)=O 5-(1-hydroxy-2-methylpropylidene)-2,2-dimethyl-1,3-dioxane-4,6-dione